FC1=C(C(=CC(=C1)OCCCC1CCN(CC1)C1=NC=C(C=N1)CCC)F)CC(=O)N1CC(C1)CNCC(CO)(CO)O 2-(2,6-difluoro-4-(3-(1-(5-propylpyrimidin-2-yl)piperidin-4-yl)propoxy)phenyl)-1-(3-(((2,3-dihydroxy-2-(hydroxymethyl)propyl)amino)methyl)azetidin-1-yl)ethan-1-one